4-Bromo-2-hydrazineyl-5-methoxypyridine BrC1=CC(=NC=C1OC)NN